aminopyrazolopyridine chloride hydrochloride Cl.[Cl-].NC1=NNC=2C=CC=NC21